CC=1SC(=CC1C(=O)NC1=NC(=NS1)CN1CCN(CC1)C)C1=CC(=CC=C1)C(F)(F)F 2-methyl-5-(3-(trifluoromethyl)phenyl)-N-(3-((4-methylpiperazin-1-yl)methyl)-1,2,4-thiadiazol-5-yl)thiophene-3-carboxamide